3-chloro-N-[(1R)-1-(2,3-difluorophenyl)ethyl]-6-{2-[(dimethylphosphoryl)methoxy]pyrimidin-5-yl}-7-fluoro-2-methyl-1,5-naphthyridin-4-amine ClC=1C(=NC2=CC(=C(N=C2C1N[C@H](C)C1=C(C(=CC=C1)F)F)C=1C=NC(=NC1)OCP(=O)(C)C)F)C